3-(4,5-dihydroisoxazol-3-yl)-2-methyl-4-(methylsulfonyl)benzoic acid O1N=C(CC1)C=1C(=C(C(=O)O)C=CC1S(=O)(=O)C)C